ClC1=C(C=CC(=C1)C=1C=C2C=NN(C2=CC1)C)C(N(C(=O)[C@H]1[C@H]2CC[C@@H](C1)C2)C=2C=C(C=CC2)/C=C/C(=O)OC)[2H] methyl (E)-3-(3-((1S,2R,4R)-N-((2-chloro-4-(1-methyl-1H-indazol-5-yl)phenyl)methyl-d)bicyclo[2.2.1]heptane-2-carboxamido)phenyl)acrylate